NC1=NC(=NC2=CC(=C(C=C12)OC)OC)N1CCN(CC1)C=1SC(C(N1)=O)CC 2-[4-(4-amino-6,7-dimethoxyquinazolin-2-yl)piperazin-1-yl]-5-ethyl-1,3-thiazol-4(5H)-one